C(C)C(C(=O)O)CCCC.P Phosphine 2-ethylhexanoate